N1(CCNCC1)C(=O)C1=CC=C(C=C1)C=1C=NC=C(C(=O)NC2=CC=C(C=C2)C(F)(F)F)C1 5-(4-(piperazine-1-carbonyl)phenyl)-N-(4-trifluoromethylphenyl)nicotinamide